(2R,3S)-1-tert-butoxycarbonyl-3-[(1-cyclopropyl-4-piperidyl)-methyl-carbamoyl]piperidine-2-carboxylic acid C(C)(C)(C)OC(=O)N1[C@H]([C@H](CCC1)C(N(C)C1CCN(CC1)C1CC1)=O)C(=O)O